lithium magnesium zinc strontium iron calcium [Ca].[Fe].[Sr].[Zn].[Mg].[Li]